ClC1=C(N=CC(=N1)N1CCC(CC1)(C#N)C)C(C1=C(C(=CC=C1)Cl)Cl)=O 1-[6-chloro-5-(2,3-dichlorobenzoyl)pyrazine-2-yl]-4-methylpiperidine-4-carbonitrile